(3R)-3-(2-(4-ethyl-2,3-dioxopiperazine-1-carboxamido)-2-(2-fluoro-4-phosphonophenyl)acetamido)-2-hydroxy-3,4-dihydro-2H-benzo[e][1,2]oxaborinine-8-carboxylic acid C(C)N1C(C(N(CC1)C(=O)NC(C(=O)N[C@@H]1B(OC2=C(C1)C=CC=C2C(=O)O)O)C2=C(C=C(C=C2)P(=O)(O)O)F)=O)=O